1-(tert-butyl)-N-(2-methyl-4-(3-(pyrrolidin-3-yloxy)pyridin-4-yl)benzyl)-1H-1,2,3-triazole-4-carboxamide hydrochloride Cl.C(C)(C)(C)N1N=NC(=C1)C(=O)NCC1=C(C=C(C=C1)C1=C(C=NC=C1)OC1CNCC1)C